7-chloro-9-oxo-9H-indeno[2,1-d]Pyrimidine-2-carbonitrile ClC1=CC=2C(C=3N=C(N=CC3C2C=C1)C#N)=O